3,4-dimethylbenzenamine CC=1C=C(C=CC1C)N